tert-butyl 4-(1-((6-((6-(2,6-dichlorophenyl)-8-methyl-7-oxo-7,8-dihydropyrido[2,3-d]pyrimidin-2-yl)amino)pyridin-3-yl)oxy)ethyl)piperidine-1-carboxylate ClC1=C(C(=CC=C1)Cl)C1=CC2=C(N=C(N=C2)NC2=CC=C(C=N2)OC(C)C2CCN(CC2)C(=O)OC(C)(C)C)N(C1=O)C